BrC1=CC=C(C=C1)CCCCN1N=NC=C1 1-(4-(4-bromophenyl)butyl)-1H-1,2,3-triazole